3,4-dihydro-1H-pyrrole N1CCCC1